trans-2-(methoxy(methyl)carbamoyl)cyclopropanecarboxylic acid ethyl ester C(C)OC(=O)[C@H]1[C@@H](C1)C(N(C)OC)=O